COC1=C(C=C2C3=C(N(C2=C1)C)C(=NC=C3)C)C=3SC=CC3 7-methoxy-1,9-dimethyl-6-(thiophene-2-yl)-9H-pyrido[3,4-b]indole